ClC1=C(C=CC=C1C=1N=C(C(=NC1)C=O)Cl)C1=C(C(=CC=C1)C=1N=C(C(=NC1)C=O)Cl)Cl 5,5'-(2,2'-dichloro-[1,1'-biphenyl]-3,3'-diyl)bis(3-chloropyrazine-2-carbaldehyde)